4-((1-((2,4-Dichlorophenyl)sulfonyl)-3-(((1-hydroxypropan-2-yl)amino)methyl)azetidin-3-yl)methoxy)-2-fluorobenzonitrile hydrochloride Cl.ClC1=C(C=CC(=C1)Cl)S(=O)(=O)N1CC(C1)(CNC(CO)C)COC1=CC(=C(C#N)C=C1)F